nickel-silver-magnesium [Mg].[Ag].[Ni]